5-((1-(2-amino-6-methylpyrimidin-4-yl)piperidin-3-yl)amino)pyridin-2(1H)-one NC1=NC(=CC(=N1)N1CC(CCC1)NC=1C=CC(NC1)=O)C